N1C(=NC=C1)C1=CC=C(C#N)C=C1 4-(1H-imidazol-2-yl)benzonitrile